4-Amino-7-{1-[1-(2-fluorophenyl)-1H-pyrazol-4-yl]propyl}-5-[2-(trifluoromethyl)pyrimidin-5-yl]-7H-pyrrolo[2,3-d]pyrimidine-6-carbonitrile NC=1C2=C(N=CN1)N(C(=C2C=2C=NC(=NC2)C(F)(F)F)C#N)C(CC)C=2C=NN(C2)C2=C(C=CC=C2)F